tert-butyl 4-((1-(4-(2-hexyl-1-oxo-1,2-dihydro-2,7-naphthyridin-4-yl)-2,6-dimethoxybenzyl)piperidin-4-yl)oxy)piperidine-1-carboxylate C(CCCCC)N1C(C2=CN=CC=C2C(=C1)C1=CC(=C(CN2CCC(CC2)OC2CCN(CC2)C(=O)OC(C)(C)C)C(=C1)OC)OC)=O